4-(2-(4-acrylamidophenyl)-4-amino-7-cyano-1-methyl-1H-pyrrolo[3,2-c]pyridin-3-yl)-N-(bicyclo[1.1.1]pentan-1-yl)-2-methoxybenzamide C(C=C)(=O)NC1=CC=C(C=C1)C1=C(C=2C(=NC=C(C2N1C)C#N)N)C1=CC(=C(C(=O)NC23CC(C2)C3)C=C1)OC